The molecule is a quercetin O-glucoside that is quercetin with two beta-D-glucosyl residues attached at positions 7 and 4'. It has a role as a plant metabolite. It is a beta-D-glucoside, a member of flavonols, a monosaccharide derivative, a polyphenol, a quercetin O-glucoside and a trihydroxyflavone. C1=CC(=C(C=C1C2=C(C(=O)C3=C(C=C(C=C3O2)O[C@H]4[C@@H]([C@H]([C@@H]([C@H](O4)CO)O)O)O)O)O)O)O[C@H]5[C@@H]([C@H]([C@@H]([C@H](O5)CO)O)O)O